2-(2-Cyclobutylphenyl)-2-((R)-3-(4-(5,6,7,8-tetrahydro-1,8-naphthyridin-2-yl)butoxy)pyrrolidin-1-yl)acetic acid C1(CCC1)C1=C(C=CC=C1)C(C(=O)O)N1C[C@@H](CC1)OCCCCC1=NC=2NCCCC2C=C1